2,6-dinitro-9-fluorenone [N+](=O)([O-])C1=CC=2C(C3=CC=C(C=C3C2C=C1)[N+](=O)[O-])=O